CC(C(C)O)(CC=C(C)C)C=C 3,6-dimethyl-3-vinyl-5-hepten-2-ol